N1C(=NC=C1)[B-](C=1NC=CN1)(C=1NC=CN1)C=1NC=CN1.C(C)(C)(C)C1=CC=C(C=C1)[I+]C1=CC=C(C=C1)C(C)(C)C bis(4-tert-butylphenyl)iodonium tetrakis(imidazolyl)borate